isopropyl (R)-3-(2-(6-((5-acrylamido-4-(4-allylpiperazin-1-yl)-2-methoxy-phenyl)amino)pyrimidin-4-yl)isoxazolidin-3-yl)benzoate C(C=C)(=O)NC=1C(=CC(=C(C1)NC1=CC(=NC=N1)N1OCC[C@@H]1C=1C=C(C(=O)OC(C)C)C=CC1)OC)N1CCN(CC1)CC=C